C(C)NC=1C=C(C=C(C1)C1(CCC1)CC1=NN=CN1C)N1C(C2=CC(=CC(=C2C1)C(F)(F)F)CNCCC)=O 2-(3-(ethylamino)-5-(1-((4-methyl-4H-1,2,4-triazol-3-yl)methyl)cyclobutyl)phenyl)-6-((propylamino)methyl)-4-(trifluoromethyl)isoindolin-1-one